NC=1N(C(C=2CCCCC2C1C(=O)N)=O)C1=C(C(=CC=C1C)O)C 3-amino-2-(3-hydroxy-2,6-dimethylphenyl)-1-oxo-1,2,5,6,7,8-hexahydroisoquinoline-4-carboxamide